indolium hexafluorophosphate F[P-](F)(F)(F)(F)F.[NH2+]1C=CC2=CC=CC=C12